tetrahydro-2,2-dimethyl-4H-pyran CC1(OCCCC1)C